trans-4-(2-hydroxyethyl)cyclohexan-1-amine OCC[C@@H]1CC[C@H](CC1)N